ClC=1C(=NC=C(C1)N=C=O)N1N=CC=N1 3-Chloro-5-isocyanato-2-(2H-1,2,3-triazol-2-yl)pyridine